ONC(C1=CC=C(C=C1)CN1N=C(C=C1C1=CC(=CC=C1)OC)C=1C=C2C(N(C=NC2=CC1)C)=O)=O N-hydroxy-4-{[3-(3-methyl-4-oxo-3,4-dihydro-quinazolin-6-yl)-5-(3-methoxyphenyl)-1H-pyrazol-1-yl]methyl}benzamide